[1-Cyano-4-methyl-3-[2-(methylamino)-2-oxoethoxy]-6,7-dihydro-5H-cyclopenta[c]pyridin-6-yl]methyl 4-methylbenzenesulfonate CC1=CC=C(C=C1)S(=O)(=O)OCC1CC2=C(C(=NC(=C2C)OCC(=O)NC)C#N)C1